2-phenyl-2-(2-tosyloxyethyl)1,3-dioxolane C1(=CC=CC=C1)C1(OCCO1)CCOS(=O)(=O)C1=CC=C(C)C=C1